F[B-](F)(F)F.[Ni+2].CC(CP(C1=CC=CC=C1)C1=CC=CC=C1)P(C1=CC=CC=C1)C1=CC=CC=C1.F[B-](F)(F)F Methyl-(1,2-bisdiphenylphosphinoethane) nickel tetrafluoroborate